NC(CCCC)N 1-aminopentan-1-amine